ClC=1C(=NC(=NC1)NC1=C(C=C(C=C1)N1CCC2(CC1)CCN(CC2)C)OC)NC2=CC=C(C(=C2P(C)(C)=O)C)C (6-((5-chloro-2-((2-methoxy-4-(9-methyl-3,9-diazaspiro[5.5]undec-3-yl)phenyl)amino)pyrimidin-4-yl)amino)-2,3-dimethylphenyl)dimethylphosphine oxide